FC1=C(C=CC(=C1)C(F)(F)F)C=O 2-fluoro-4-(trifluoromethyl)benzene-1-carbaldehyde